C(C1=CC=CC=C1)OC=1C=C2CCNC(C2=CC1OC)\C=C\C1=C(C=C(C(=C1)OCC1COCC1)OC)C 6-(benzyloxy)-7-methoxy-1-[(E)-2-{4-methoxy-2-methyl-5-[(oxolan-3-yl)methoxy]phenyl}ethenyl]-1,2,3,4-tetrahydroisoquinoline